C(#C)C1=CC(=C(C(=N1)C)C1=C(C2=C(N=CN=C2C)N1C)C1=CCC(CC1)C(=O)N1[C@@H](CCC1)C(=O)N)C (2S)-1-{4-[6-(6-ethynyl-2,4-dimethylpyridin-3-yl)-4,7-dimethyl-7H-pyrrolo[2,3-d]pyrimidin-5-yl]cyclohex-3-ene-1-carbonyl}pyrrolidine-2-carboxamide